4-amino-6-chloro-7-(1-fluoro-2-methylpropan-2-yl)-N-(4-(methoxymethyl)phenyl)-7H-pyrrolo[2,3-d]pyrimidine-5-carboxamide NC=1C2=C(N=CN1)N(C(=C2C(=O)NC2=CC=C(C=C2)COC)Cl)C(CF)(C)C